OC(C)(C)C1=NC=CC=N1 2-(2-hydroxypropan-2-yl)pyrimidin